C(C)C=1C(=CC2=C(C=3N([C@@H](CO2)C(C)C)C=C(C(C3)=O)C(=O)O)C1)OCC(F)(F)F (R)-2-ethyl-7-isopropyl-11-oxo-3-(2,2,2-trifluoroethoxy)-6,7-dihydro-11H-benzo[f]pyrido[1,2-d][1,4]oxazepine-10-carboxylic acid